C1(=CC=C(C=C1)C12CNCC2C1)C 1-(p-tolyl)-3-azabicyclo[3.1.0]hexane